N-(5-bromo-[1,3]thiazolo[5,4-b]pyridin-2-yl)-2,2-difluorocyclopropane-1-carboxamide BrC1=CC=C2C(=N1)SC(=N2)NC(=O)C2C(C2)(F)F